[C@H]12OC[C@H](N(C1)C1CCN(CC1)C1=C(C=C(C(=C1)OC)NC1=NC=NC(=C1)N1OCC[C@@H]1CC=1C=NC=CC1)NC(C=C)=O)C2 N-(2-(4-((1R,4R)-2-oxa-5-azabicyclo[2.2.1]heptane-5-yl)piperidine-1-yl)-4-methoxy-5-((6-((S)-3-(pyridine-3-ylmethyl)isoxazolidine-2-yl)pyrimidine-4-yl)amino)phenyl)acrylamide